C(C)N1N=C2N=C(C=NC2=C1)N[C@@H](C)C=1C=C(C=CC1)NC(C1=CC(=C(C=C1)NC(C)C)C)=O (S)-N-(3-(1-((2-ethyl-2H-pyrazolo[3,4-b]pyrazin-6-yl)amino)ethyl)phenyl)-4-(isopropylamino)-3-methylbenzamide